tert-butyl (2-(2,2-difluoroethyl)-3-fluoro-4-(4,4,5,5-tetramethyl-1,3,2-dioxaborolan-2-yl)benzyl)carbamate FC(CC1=C(CNC(OC(C)(C)C)=O)C=CC(=C1F)B1OC(C(O1)(C)C)(C)C)F